(1R,4R,7R)-2-{2-[7-(Cyclopropylmethyl)-2-methyl-7H-pyrrolo[2,3-d]pyrimidin-6-yl]-7-methoxy-1-methyl-1H-1,3-benzodiazole-5-carbonyl}-2-azabicyclo[2.2.1]heptan-7-amine C1(CC1)CN1C(=CC2=C1N=C(N=C2)C)C2=NC1=C(N2C)C(=CC(=C1)C(=O)N1[C@@H]2CC[C@H](C1)[C@H]2N)OC